4-(methoxy(methyl)amino)-2-methyl-4-oxobutan-2-ylcarbamic acid tert-butyl ester C(C)(C)(C)OC(NC(C)(CC(=O)N(C)OC)C)=O